FC1=C(C=CC(=N1)C=CC(C)(S(=O)N)C)C(C)C ((6-fluoro-5-isopropylpyridin-2-yl)methylene)-2-methylpropane-2-sulfinamide